2-((2S)-1-(2-fluoroacryloyl)-4-(7-(8-methylnaphthalen-1-yl)-2-(((S)-1-methylpyrrolidin-2-yl)methoxy)-7,8-dihydro-5H-pyrano[4,3-d]pyrimidin-4-yl)piperazin-2-yl)acetonitrile FC(C(=O)N1[C@H](CN(CC1)C=1C2=C(N=C(N1)OC[C@H]1N(CCC1)C)CC(OC2)C2=CC=CC1=CC=CC(=C21)C)CC#N)=C